ClC1=CC=C(C2=C1C=C(O2)F)COC2=NC(=NC=C2F)C2=CCC(CC2)CC2=NC=1C(=NC(=CC1)C(=O)O)N2C[C@H]2OCC2 2-((4-(4-((4-chloro-2-fluorobenzofuran-7-yl)methoxy)-5-fluoropyrimidin-2-yl)cyclohex-3-en-1-yl)methyl)-3-(((S)-oxetan-2-yl)methyl)-3H-imidazo[4,5-b]pyridine-5-carboxylic acid